3-(prop-2-yn-1-yl)pyrrolidine-3-carboxylic acid C(C#C)C1(CNCC1)C(=O)O